COC=1C=C2C(=NN(C2=CC1)COCC[Si](C)(C)C)CCN(C(C)C)C N-(2-(5-methoxy-1-((2-(trimethylsilyl)ethoxy)methyl)-1H-indazol-3-yl)ethyl)-N-methylpropan-2-amine